4-bromo-2-(3,5-dimethyl-1H-1,2,4-triazol-1-yl)pyrimidine BrC1=NC(=NC=C1)N1N=C(N=C1C)C